C(CCCCCCC)SCC1=CC(=C(C(=C1)CSCCCCCCCC)O)C 4,6-bis(octylthiomethyl)-2-methyl-phenol